(S)-2,2-diethoxy-1-(m-tolyl)ethan-1-amine C(C)OC([C@@H](N)C=1C=C(C=CC1)C)OCC